(S)-3-(3-(2-methylbenzyl)phenyl)-3-(3-(4-hydroxy-1-methyl-2-oxo-1,2-dihydropyridin-3-yl)ureido)propanoic acid CC1=C(CC=2C=C(C=CC2)[C@H](CC(=O)O)NC(=O)NC=2C(N(C=CC2O)C)=O)C=CC=C1